CCCCCCCCCCCCCCCC(=O)OC[C@H](COP(=O)([O-])O[C@H]1[C@@H]([C@H]([C@@H]([C@H]([C@H]1O)OP(=O)([O-])[O-])O)O)O)OC(=O)CCCCCCCCCCCCCCC The molecule is a 1-phosphatidyl-1D-myo-inositol 5-phosphate(3-) arising from deprotonation of the phosphate OH groups of 1,2-dipalmitoyl-sn-glycero-3-phospho-(1'-myo-inositol-5'-phosphate); major species at pH 7.3. It is a 1-phosphatidyl-1D-myo-inositol 3-phosphate(3-) and a 1,2-dipalmitoylglycero-3-phospho-(1'-D-myo-inositol-3'-phosphate)(3-).